COC(=O)C1=CC=C(C=C1)C=C1CCN(CC1)C(=O)OC(C)(C)C tert-Butyl 4-[[4-(methoxycarbonyl)phenyl]methylidene]piperidine-1-carboxylate